CC1(CC1)CC(=O)O[C@H]1CO[C@H](C1)C1=CC(=NN1)NC(CC1=CC(=NO1)C)=O |o1:8,11| rel-(3R,5R)-5-(3-(2-(3-methylisoxazol-5-yl) acetamido)-1H-pyrazol-5-yl)tetrahydrofuran-3-yl 2-(1-methylcyclopropyl)acetate